4-(hydrazineylmethyl)piperidine-1-carboxylate N(N)CC1CCN(CC1)C(=O)[O-]